C(C1=CC=CC=C1)N1CCN(C2=CC=C(C=C12)OC)C(=O)NCCCl 4-benzyl-N-(2-chloroethyl)-6-methoxy-3,4-dihydroquinoxaline-1(2H)-carboxamide